(2R)-1-(3-(3-chloro-2-fluorobenzyl)oxetan-3-yl)-4-((3-fluoro-6-((5-methyl-1H-pyrazol-3-yl)amino)pyridin-2-yl)methyl)-2-methyl-piperidine-4-carboxylic acid ClC=1C(=C(CC2(COC2)N2[C@@H](CC(CC2)(C(=O)O)CC2=NC(=CC=C2F)NC2=NNC(=C2)C)C)C=CC1)F